COCCNCC1=CC=C(C=C1)C#CC(C)(O)C 4-(4-(((2-methoxyethyl)amino)methyl)phenyl)-2-methylbut-3-yn-2-ol